C1(CC2C(CC1)O2)CC[Si](C(C)C)(OCC)OCC (3,4-epoxycyclohexyl)ethyl-diethoxyisopropyl-silane